Br.Br.CC1(NC(CC(C1)N1N=NC2=C1N=NC(=C2)C2=C(C=CC=C2)O)(C)C)C 2-(3-(2,2,6,6-tetramethylpiperidin-4-yl)-3H-[1,2,3]triazolo[4,5-c]pyridazin-6-yl)phenol dihydrobromide